2-(6-{[(3S,4R)-3-fluoro-2,2,6,6-tetramethylpiperidin-4-yl]oxy}pyridazin-3-yl)-5-(1,3-oxazol-2-yl)pyridin-3-ol F[C@H]1C(NC(C[C@H]1OC1=CC=C(N=N1)C1=NC=C(C=C1O)C=1OC=CN1)(C)C)(C)C